C1(CC1)N1N=CC(=C1)[C@@H]1OCCC(C1)C1=NC=2NC(C(NC2C(=N1)C1=C(C=C(C=C1)OC(F)(F)F)F)C)C 2-((2R)-2-(1-cyclopropyl-1H-pyrazol-4-yl)tetrahydro-2H-pyran-4-yl)-4-(2-fluoro-4-(trifluoromethoxy)phenyl)-6,7-dimethyl-5,6,7,8-tetrahydropteridine